N-{(2S)-6-(2,5-Dioxo-2,5-dihydro-1H-pyrrol-1-yl)-1-[(2,5-dioxopyrrolidin-1-yl)oxy]-1-oxohexan-2-yl}-2,5,8,11,14-pentaoxaheptadecan-17-amide O=C1N(C(C=C1)=O)CCCC[C@@H](C(=O)ON1C(CCC1=O)=O)NC(CCOCCOCCOCCOCCOC)=O